[N+](=O)([O-])C=1C(=NNC1N)NC1=C(C=C(C=C1[N+](=O)[O-])[N+](=O)[O-])[N+](=O)[O-] 4-nitro-N3-(2,4,6-trinitrophenyl)-1H-pyrazole-3,5-diamine